COC(=C(OC)OC)[Sn] tris(methoxy)vinyltin